C(C=C)(=O)NC1=CC=C(C=C1)C=1C=NC=C(C(=O)N)C1C1=CC(=C(C=C1)OC1=NC(=CC=C1)C)OC 5-(4-acrylamidophenyl)-4-(3-methoxy-4-((6-methylpyridin-2-yl)oxy)phenyl)nicotinamide